Methyl 3-chlorosulfonyl-5-fluoro-4-methoxy-benzoate ClS(=O)(=O)C=1C=C(C(=O)OC)C=C(C1OC)F